5-(8-(3-azabicyclo[3.2.1]octan-3-yl)imidazo[1,2-b]pyridazin-6-yl)pyrimidine-2,4(1H,3H)-dione C12CN(CC(CC1)C2)C=2C=1N(N=C(C2)C=2C(NC(NC2)=O)=O)C=CN1